lithium-aluminum-titanium-phosphate salt P(=O)([O-])([O-])[O-].[Ti+4].[Al+3].[Li+]